5-hydroxy-2-(pyridin-3-ylmethyl)isoindolin-1-one OC=1C=C2CN(C(C2=CC1)=O)CC=1C=NC=CC1